2,3,4-trimethoxybromotoluene COC1=C(CBr)C=CC(=C1OC)OC